C1(=CCCCC1)C=1C(=NC(=CC1)I)C(F)(F)F 3-(1-cyclohexen-1-yl)-6-iodo-2-(trifluoromethyl)pyridine